(3R,4R)-4-(1-benzyloxycarbonyl-azetidin-3-yl)oxy-3-fluoro-piperidine-1-carboxylic acid tert-butyl ester C(C)(C)(C)OC(=O)N1C[C@H]([C@@H](CC1)OC1CN(C1)C(=O)OCC1=CC=CC=C1)F